ClC1=NC=CC(=N1)C=1N(C2=CC=CC=C2C1)C1COC1 (2-chloropyrimidin-4-yl)-1-(oxetan-3-yl)-1H-indole